C(C)(C)(C)OC(=O)N1CCOC2=C(C1)C=CC(=C2)Br tert-butyl-8-bromo-3,5-dihydro-2H-1,4-benzoxazepine-4-carboxylate